N-[(3S)-9-fluoro-2-oxo-5-phenyl-1,3-dihydro-1,4-benzodiazepin-3-yl]-2-(2-fluorophenyl)imidazo[1,2-b]pyridazine-3-carboxamide FC1=CC=CC=2C(=N[C@@H](C(NC21)=O)NC(=O)C2=C(N=C1N2N=CC=C1)C1=C(C=CC=C1)F)C1=CC=CC=C1